COC(CC1(C(N(C(C2=CC=CC=C12)=O)CCC)=O)C)=O methyl-2-(4-methyl-1,3-dioxo-2-propyl-1,2,3,4-tetrahydroisoquinolin-4-yl)acetate